iridium (III) 1,5-cyclooctadiene chloride [Cl-].C1=CCCC=CCC1.[Ir+3].[Cl-].[Cl-]